5,5'-bis(4'-cyanobiphenyl-4-yl)-2,2'-bithiophene C(#N)C1=CC=C(C=C1)C1=CC=C(C=C1)C1=CC=C(S1)C=1SC(=CC1)C1=CC=C(C=C1)C1=CC=C(C=C1)C#N